3-(3-Methyl-2-oxo-5-(2,6-diazaspiro[3.3]heptan-2-yl)-2,3-dihydro-1H-benzo[d]imidazol-1-yl)piperidine-2,6-dione CN1C(N(C2=C1C=C(C=C2)N2CC1(C2)CNC1)C1C(NC(CC1)=O)=O)=O